5-Methyl-uridine-5'-triphosphate P(O)(=O)(OP(=O)(O)OP(=O)(O)O)OC[C@@H]1[C@H]([C@H]([C@@H](O1)N1C(=O)NC(=O)C(=C1)C)O)O